N-(1-amino-1-oxopropan-2-yl)-3-chloro-N-(cyclopropylmethyl)-5-(trifluoromethyl)benzamide NC(C(C)N(C(C1=CC(=CC(=C1)C(F)(F)F)Cl)=O)CC1CC1)=O